FC1=C(C=CC=C1)C#CC1=CC=C(C(=O)NCC2(CCCC2)NC(C)C)C=C1 4-((2-fluorophenyl)ethynyl)-N-((1-(isopropylamino)cyclopentyl)methyl)benzamide